C(C)OC=1C=C(C=O)C=CC1OCC 3,4-diethoxybenzaldehyde